CC=1C=C(CN2C(C3=C(C=C(C=C3C=C2)C2=C(C=CC(=C2)C(C)C)F)NC2=NC=C(C=C2)N2CCC(CC2)O)=O)C=CC1C 2-(3,4-dimethylbenzyl)-6-(2-fluoro-5-isopropylphenyl)-8-((5-(4-hydroxypiperidin-1-yl)pyridin-2-yl)amino)isoquinolin-1(2H)-one